N-(2-((3-fluorophenyl)amino)ethyl)-2-(4-(5-(1-oxo-5-(piperidin-1-yl)-1,3-dihydro-2H-isoindol-2-yl)-1H-benzimidazol-2-yl)phenoxy)acetamide FC=1C=C(C=CC1)NCCNC(COC1=CC=C(C=C1)C1=NC2=C(N1)C=CC(=C2)N2C(C1=CC=C(C=C1C2)N2CCCCC2)=O)=O